FC1CC(N2N=C(N=C21)C(=O)OCC)C2=NC=CC=C2F Ethyl 7-fluoro-5-(3-fluoropyridin-2-yl)-6,7-dihydro-5H-pyrrolo[1,2-b][1,2,4]triazole-2-carboxylate